C(C)(C)(C)C=1C=C(C=CC1)[C@H](C)NC(=O)C1=C(C=C2C(=CN(C2=C1)CC(C)C)CC=1C=C(OC(C(=O)O)(C)C)C=CC1)F (S)-2-(3-((6-((1-(3-(tert-butyl)phenyl)ethyl)carbamoyl)-5-fluoro-1-isobutyl-1H-indol-3-yl)methyl)phenoxy)-2-methylpropanoic acid